4-{2-fluoro-4-[(1-hydroxycyclopropyl)methoxy]-3-methylphenyl}-3-methyl-4-oxobutanoic acid methyl ester COC(CC(C(=O)C1=C(C(=C(C=C1)OCC1(CC1)O)C)F)C)=O